2-(5-((tert-butoxycarbonyl)amino)-1-methylpiperidin-2-yl)ethyl methanesulfonate CS(=O)(=O)OCCC1N(CC(CC1)NC(=O)OC(C)(C)C)C